N,1,5-trimethyl-8-azabicyclo[3.2.1]octan-3-amine dihydrochloride Cl.Cl.CNC1CC2(CCC(C1)(N2)C)C